Cl.CN1N=C2C(=N1)C=CC(=C2)NC(=O)N2CCC=1C2=NC=CC1N1C[C@@H](NCC1)C (S)-N-(2-methyl-2H-benzo[d][1,2,3]triazol-5-yl)-4-(3-methylpiperazin-1-yl)-2,3-dihydro-1H-pyrrolo[2,3-b]pyridine-1-carboxamide hydrochloride